FC=1C(=C2C(=NC(=NN2C1)NC1CCN(CC1)C1COC1)OC)C=1C=C(C2=C(N(C=N2)CCF)C1)F 6-fluoro-5-(4-fluoro-1-(2-fluoroethyl)-1H-benzo[d]imidazol-6-yl)-4-methoxy-N-(1-(oxetan-3-yl)piperidin-4-yl)pyrrolo[2,1-f][1,2,4]triazin-2-amine